1-(3-methyl-4-oxo-2-(piperidin-1-yl)-3,4-dihydrothieno[3,2-d]pyrimidin-7-yl)ethyl methanesulfonate CS(=O)(=O)OC(C)C1=CSC2=C1N=C(N(C2=O)C)N2CCCCC2